4,4'-Bis[(4-anilino-6-morpholino-s-triazin-2-yl)amino]-2,2'-stilbenedisulfonic Acid Disodium Salt [Na+].[Na+].N(C1=CC=CC=C1)C1=NC(=NC(=N1)N1CCOCC1)NC=1C=C(C(=CC1)C=CC=1C(=CC(=CC1)NC1=NC(=NC(=N1)NC1=CC=CC=C1)N1CCOCC1)S(=O)(=O)[O-])S(=O)(=O)[O-]